Bis(trimethylsilyl)tryptophan C[Si](C)(C)N([C@@H](CC1=CNC2=CC=CC=C12)C(=O)O)[Si](C)(C)C